C(C)(C)(C)OC(=O)N1C[C@H]2C([C@H]2C1)C=O.FC1=CC=C2C=NC(=NC2=C1C1=NC=CC(=C1)NC(C=C)=O)NC=1C=NC(=CC1)N1CCOCC1 N-(2-(7-fluoro-2-((6-morpholinylpyridin-3-yl)amino)quinazolin-8-yl)pyridin-4-yl)acrylamide tert-butyl-(1r,5s,6r)-6-formyl-3-azabicyclo[3.1.0]hexane-3-carboxylate